FC1=CC=C(C=C1)C1=NNC(O1)=O 5-(4-fluorophenyl)-1,3,4-oxadiazol-2(3H)-one